NC1=C(C(=NC(=N1)C1=C(C(=CC=C1)Cl)Cl)CO)N1CCC2([C@@H]([C@@H](OC2)C)N)CC1 (6-amino-5-((3S,4S)-4-amino-3-methyl-2-oxa-8-azaspiro[4.5]decan-8-yl)-2-(2,3-dichlorophenyl)pyrimidin-4-yl)methanol